CC1=NC(=NC(=C1)N1[C@H](CCCCC1)C=1C(=NC=NC1)C)N |r| (+/-)-4-methyl-6-[2-(4-methylpyrimidin-5-yl)azepan-1-yl]pyrimidin-2-amine